4-(diethylamino)-N-(2-(m-tolyl)benzo[d]imidazo[2,1-b]thiazol-7-yl)butyramide C(C)N(CCCC(=O)NC1=CC2=C(N3C(S2)=NC(=C3)C=3C=C(C=CC3)C)C=C1)CC